6-bromo-8-(pent-4-en-1-yl)imidazo[1,2-a]Pyridine BrC=1C=C(C=2N(C1)C=CN2)CCCC=C